FC1=CC=C2C=C(N=C(C2=C1)OC)C1=CC(CC1)N1CCN(CC1)C=1C=CC(=NC1)C(=O)NC 5-(4-(3-(7-fluoro-1-methoxyisoquinolin-3-yl)cyclopent-2-en-1-yl)piperazin-1-yl)-N-methylpicolinamide